FC(C(=O)O)(F)F.C(C)(C)(C)C1=CC(=NO1)NC(N)=O 3-(5-(tert-butyl)isoxazole-3-yl)urea 2,2,2-trifluoroacetate